(4-(1H-pyrazol-1-yl)phenyl)cyclopropane-1-amine hydrochloride Cl.N1(N=CC=C1)C1=CC=C(C=C1)C1(CC1)N